Nickel-molybdenum-cerium [Ce].[Mo].[Ni]